N-(2-(3-hydroxypiperidin-1-yl)-5-(4-hydroxypiperidin-1-yl)thiazolo[4,5-b]pyridin-6-yl)-2-(2-methylpyridin-4-yl)oxazole-4-carboxamide OC1CN(CCC1)C=1SC=2C(=NC(=C(C2)NC(=O)C=2N=C(OC2)C2=CC(=NC=C2)C)N2CCC(CC2)O)N1